FC1(CCC(CC1)C=1C=2N(N=C(C1)C=1C(NC(NC1)=O)=O)C(=CN2)C)F 5-(8-(4,4-difluorocyclohexyl)-3-methylimidazo[1,2-b]pyridazin-6-yl)pyrimidine-2,4(1H,3H)-dione